CS(=O)(=O)OCCCNC(=O)OCCC=1SC=C(N1)C1=NN(C2=CC=C(C=C12)O)C1OCCCC1 3-[2-[4-(5-hydroxy-1-tetrahydropyran-2-yl-indazol-3-yl)thiazol-2-yl]ethoxycarbonylamino]propyl methanesulfonate